N-(4-Chloro-5-methylisoxazol-3-yl)-N-(methoxymethyl)-2-((triisopropylsilyl)ethynyl)pyridine-3-sulfonamide ClC=1C(=NOC1C)N(S(=O)(=O)C=1C(=NC=CC1)C#C[Si](C(C)C)(C(C)C)C(C)C)COC